(2S)-2-[[7-benzyloxy-4-(4-fluorophenyl)-3-tetrahydropyran-4-yl-1-isoquinolyl]oxy]propanoic acid C(C1=CC=CC=C1)OC1=CC=C2C(=C(N=C(C2=C1)O[C@H](C(=O)O)C)C1CCOCC1)C1=CC=C(C=C1)F